CC(C#N)(CCC)C 2,2-dimethylpentanenitrile